C(C)(C)(C)OC(=O)N1CC(CC1)C1=CC(=C(C=C1)C=1N=C2SC3=C(N2C1)C=C(C(=C3)C(=O)OC(C)(C)C)OC)F tert-butyl 2-(4-(1-(tert-butoxycarbonyl) pyrrolidin-3-yl)-2-fluorophenyl)-6-methoxybenzo[d]imidazo[2,1-b]thiazol-7-carboxylate